1-(5-(6-chloro-7-fluoro-3-(1H-imidazol-1-yl)-5-methoxy-1-methyl-1H-indol-2-yl)-4H-1,2,4-triazol-3-yl)-2,2-difluoroethan-1-ol ClC1=C(C=C2C(=C(N(C2=C1F)C)C=1NC(=NN1)C(C(F)F)O)N1C=NC=C1)OC